C(C1=CC=CC=C1)NS(=O)(=O)C1=CC=C(C=C1)NC(C1=CC(=CC=C1)Br)=O N-(4-(N-benzylsulfamoyl)phenyl)-3-bromobenzamide